BrC=1N=C(SC1)C(=O)Cl 4-bromo-1,3-thiazole-2-carbonyl chloride